(S)-4,4-dimethylpyrrolidine-3-carboxylic acid CC1([C@@H](CNC1)C(=O)O)C